2-(2-amino-4-(trifluoromethyl)phenyl)-7,8-dihydro-1,6-naphthyridin-5(6H)-one NC1=C(C=CC(=C1)C(F)(F)F)C1=NC=2CCNC(C2C=C1)=O